FC1=C(C(=O)OC(C)(C)C)C(=CC(=C1F)F)C#C[Si](C)(C)C Tert-butyl 2,3,4-trifluoro-6-[2-(trimethylsilyl)ethynyl]benzoate